N[C@@H](CC1=CC=C(C#N)C=C1)C(=O)N1CCC2=CC=CC=C12 (S)-4-(2-amino-3-(indolin-1-yl)-3-oxopropyl)benzonitrile